C(#N)/C(/C(=O)N[C@H](C)C1=CC(=C(C=C1)OC)OC)=C\C1=CNC2=NC=C(C=C21)OC2CCS(CC2)(=O)=O (R,E)-2-cyano-N-(1-(3,4-dimethoxyphenyl)ethyl)-3-(5-((1,1-dioxidotetrahydro-2H-thiopyran-4-yl)oxy)-1H-pyrrolo[2,3-b]pyridin-3-yl)acrylamide